3-nonyldodeca-2-enoic acid C(CCCCCCCC)C(=CC(=O)O)CCCCCCCCC